C[C@]12CC(C[C@](CC1)(N2)C)N(C=2SC1=C(N2)SC(=N1)C=1N=CC(=NC1)C1=CC(N(C=C1)C)=O)C 4-[5-(5-{[(1R,3s,5S)-1,5-Dimethyl-8-azabicyclo[3.2.1]octan-3-yl](methyl)amino}[1,3]thiazolo[5,4-d][1,3]thiazol-2-yl)pyrazin-2-yl]-1-methylpyridin-2(1H)-on